3-(8-((1s,4s)-4-(4-(4-(3-amino-6-(2-hydroxyphenyl)pyridazin-4-yl)-1H-pyrazol-1-yl)piperidin-1-yl)cyclohexyl)-2,3-dihydro-4H-benzo[b][1,4]oxazin-4-yl)piperidine-2,6-dione NC=1N=NC(=CC1C=1C=NN(C1)C1CCN(CC1)C1CCC(CC1)C1=CC=CC2=C1OCCN2C2C(NC(CC2)=O)=O)C2=C(C=CC=C2)O